2,3-dichloro-6-(5-fluoro-3-pyridinyl)pyridine ClC1=NC(=CC=C1Cl)C=1C=NC=C(C1)F